F[C@@H]1C[C@@]2(CCCN2C1)COC1=NC2=C(C(=CC=C2C(=N1)N1[C@@H]2CN[C@H](C1)C2)C=2C=C(C=C(C2C2CC2)Cl)O)F 3-(2-{[(2R,7aS)-2-fluoro-hexahydro-1H-pyrrolizin-7a-yl]methoxy}-4-[(1S,4S)-2,5-diazabicyclo[2.2.1]heptan-2-yl]-8-fluoroquinazolin-7-yl)-5-chloro-4-cyclopropylphenol